CC([C@@]([C@@]1(C(=C(C(=O)O1)O)[O-])C)(O)C)(O)C tetramethyl-ascorbate